cis-endo-bicyclo[2.2.1]heptane-2,3-dicarboxylic acid disodium salt [Na+].[Na+].C12C(C(C(CC1)C2)C(=O)[O-])C(=O)[O-]